4-(4-bromo-5-methyl-pyrazol-1-yl)piperidine hydrochloride Cl.BrC=1C=NN(C1C)C1CCNCC1